3-(2,6-dichloroanilino)-2-(2,6-dichlorophenoxy)-1,4-difluoroanthraquinone ClC1=C(NC=2C(=C(C=3C(C4=CC=CC=C4C(C3C2F)=O)=O)F)OC2=C(C=CC=C2Cl)Cl)C(=CC=C1)Cl